C(=O)(O)[C@H](CC(=O)C1=CC2=C(S1)C=C(C(=C2Cl)OCCCOC2=CC1=C(SC(=C1)C(C[C@@H](C(=O)O)C)=O)C=C2OC)O)C (S)-4-(5-(3-((2-((S)-3-carboxybutanoyl)-4-chloro-6-hydroxybenzo[b]thiophen-5-yl)oxy)propoxy)-6-methoxybenzo[b]thiophen-2-yl)-2-methyl-4-oxobutanoic acid